2-(perfluoroheptyl)ethyl phosphate P(=O)(OCCC(C(C(C(C(C(C(F)(F)F)(F)F)(F)F)(F)F)(F)F)(F)F)(F)F)([O-])[O-]